Bis(2,4,6-trimethylbenzoyl)-phenoxyphosphine CC1=C(C(=O)P(OC2=CC=CC=C2)C(C2=C(C=C(C=C2C)C)C)=O)C(=CC(=C1)C)C